4-Amino-N-(1-((2,5-difluorophenyl)amino)-6-methylisoquinolin-5-yl)quinazoline-8-carboxamide NC1=NC=NC2=C(C=CC=C12)C(=O)NC1=C2C=CN=C(C2=CC=C1C)NC1=C(C=CC(=C1)F)F